Methyl (R*)-4-(1-(3-amino-6-(2-hydroxyphenyl)pyridazin-4-yl)-4,4-difluoropiperidin-3-yl)-3-methylbenzoate NC=1N=NC(=CC1N1C[C@H](C(CC1)(F)F)C1=C(C=C(C(=O)OC)C=C1)C)C1=C(C=CC=C1)O |o1:9|